CC1=C(C=O)C=C(C(=C1)C)C 2,4,5-trimethylbenzaldehyde